(R)-7-cyclopropyl-2-((R)-3-methylmorpholino)-6,7-dihydropyrazolo[1,5-a]pyrazin-4(5H)-one C1(CC1)[C@@H]1CNC(C=2N1N=C(C2)N2[C@@H](COCC2)C)=O